FC1(CC(C1)NC(=O)N1CC2(CC2)[C@@H]([C@@H]1CC=1C(=C(C=CC1)C1=CC=CC=C1)F)NS(=O)(=O)C)F (6S,7S)-N-(3,3-difluorocyclobutyl)-6-((2-fluoro-[1,1'-biphenyl]-3-yl)methyl)-7-(methyl-sulfonamido)-5-azaspiro[2.4]heptane-5-carboxamide